methyl-2,4-DIMETHYLSTYRENE CC=CC1=C(C=C(C=C1)C)C